1-methyl-cyclohexa-1,4-diene CC1=CCC=CC1